(S)-1-methyl-4-(4-(3-(methylamino)-1-phenylpropoxy)-2-(trifluoromethyl)benzyl)-1,2,3,4-tetrahydro-5H-pyrido[2,3-e][1,4]diazepin-5-one CN1CCN(C(C2=C1N=CC=C2)=O)CC2=C(C=C(C=C2)O[C@@H](CCNC)C2=CC=CC=C2)C(F)(F)F